3,4-bis(maleimido)-2,5-dioxopyrrolidine C1(C=CC(N1C1C(NC(C1N1C(C=CC1=O)=O)=O)=O)=O)=O